dimethyl-1H-pyrazole CC1=CC(=NN1)C